cetyl-propyl-dimethyl-ammonium chloride [Cl-].C(CCCCCCCCCCCCCCC)[N+](C)(C)CCC